CC1=C(C(=CC(=C1)B1OC(C(O1)(C)C)(C)C)C)C=1C=CC=2C(=NC(=CN2)[C@H]2CN(CCC2)C(=O)OC(C)(C)C)N1 tert-butyl (3R)-3-[6-[2,6-dimethyl-4-(4,4,5,5-tetramethyl-1,3,2-dioxaborolan-2-yl)phenyl]pyrido[2,3-b]pyrazin-3-yl]piperidine-1-carboxylate